FC(OC1=CC=CC(=N1)C(=O)N1C2CN(C(CC1)CC2)CC2=C(N=C1N2C=CC=N1)C1=CC=C(C=C1)C(C)C)F [6-(difluoromethoxy)pyridin-2-yl][6-{[2-(4-isopropylphenyl)imidazo[1,2-a]pyrimidin-3-yl]methyl}-2,6-diazabicyclo[3.2.2]non-2-yl]methanone